(±)-trans-3-butyl-3-ethyl-2,3,4,5-tetrahydro-5-phenyl-1,4-benzothiazepine-8-thiol 1,1-dioxide C(CCC)[C@]1(CS(C2=C([C@@H](N1)C1=CC=CC=C1)C=CC(=C2)S)(=O)=O)CC |r|